7-methoxythiazolo[5,4-b]pyridine-5-carboxylic acid COC1=C2C(=NC(=C1)C(=O)O)SC=N2